5-chloro-N2-(4-((trans)-2,6-dicyclobutyl-1-(oxetan-3-yl)-1,2,3,6-tetrahydropyridin-4-yl)-2-isopropoxy-5-methyl-phenyl)-N4-(2-(isopropylsulfonyl)phenyl)pyrimidine-2,4-diamine ClC=1C(=NC(=NC1)NC1=C(C=C(C(=C1)C)C=1C[C@@H](N([C@H](C1)C1CCC1)C1COC1)C1CCC1)OC(C)C)NC1=C(C=CC=C1)S(=O)(=O)C(C)C